(+)-phosphoribosyl pyrophosphate O(P([O-])(=O)OP(=O)([O-])[O-])C1[C@H](OP(=O)(O)O)[C@H](O)[C@H](O1)CO